(1S,6'Z,13'R)-6-CHLORO-13'-HYDROXY-10'-METHYL-11'-OXO-3,4-DIHYDRO-2H-SPIRO[NAPHTHALENE-1,20'-[18]OXA[1,10]DIAZATRICYCLO[12.7.2.017,22]TRICOSA[6,14,16,22]TETRAENE]-13'-CARBOXYLIC ACID ClC=1C=C2CCC[C@]3(COC4=CC=C5[C@](CC(N(CC\C=C/CCCCN(C3)C4=C5)C)=O)(C(=O)O)O)C2=CC1